ClC=1C(=C(C(=NC1Cl)C)N)I 5,6-dichloro-4-iodo-2-methyl-pyridin-3-amine